(4S)-7-chloro-6-(2,6-difluorophenyl)-8-ethyl-1,4-dimethyl-4H-[1,2,4]triazolo[4,3-a][1,4]benzodiazepine ClC1=C(C=CC2=C1C(=N[C@H](C=1N2C(=NN1)C)C)C1=C(C=CC=C1F)F)CC